CC1=C(OC(=O)C2=CC=C(OCCCCOC(=O)C(=C)C)C=C2)C=CC(=C1)\C=C\C(=O)OC 1-[4-[4-[2-methyl-4-[(E)-2-methoxycarbonyl-vinyl]-phenoxycarbonyl]-phenoxy]-butoxycarbonyl]-1-methyl-ethylene